C(CCCCC)OC1=C(C2=CC=CC=C2C=C1)CC1=C(C=CC2=CC=CC=C12)OCCNC(OC(C)(C)C)=O tert-butyl (2-((1-((2-(hexyloxy)naphthalen-1-yl)methyl)naphthalen-2-yl)oxy)ethyl)carbamate